1-[2,4-dichloro-5-[(2-fluoro-4-methylsulfonyl-phenyl)methoxy]phenyl]-3-[(1S)-1-(2-pyrimidin-2-yl-1,2,4-triazol-3-yl)ethyl]urea ClC1=C(C=C(C(=C1)Cl)OCC1=C(C=C(C=C1)S(=O)(=O)C)F)NC(=O)N[C@@H](C)C=1N(N=CN1)C1=NC=CC=N1